10,10'-(1,3-phenylene)bis(4-bromo-2,7-di-t-butylacridin-9(10H)-one) C1(=CC(=CC=C1)N1C=2C(=CC(=CC2C(C2=CC(=CC=C12)C(C)(C)C)=O)C(C)(C)C)Br)N1C=2C(=CC(=CC2C(C2=CC(=CC=C12)C(C)(C)C)=O)C(C)(C)C)Br